NC(CC(=O)O)CCC1=CC=CC=C1 3-amino-5-phenyl-pentanoic acid